CC1=NN2C(N=CC(=C2)B2OC(C(O2)(C)C)(C)C)=C1 2-methyl-6-(4,4,5,5-tetramethyl-1,3,2-dioxaborolan-2-yl)pyrazolo[1,5-a]pyrimidine